N1CCC(CC1)C1=CC=CC(=N1)OCC1=CC=C2C=NN(C2=C1)CC(F)(F)F 6-(((6-(piperidin-4-yl)pyridin-2-yl)oxy)methyl)-1-(2,2,2-trifluoroethyl)-1H-indazole